4-(4-(1-((4-methoxyphenyl)sulfonyl)azetidine-3-carbonyl)-3,4-dihydro-2H-pyrido[4,3-b][1,4]-oxazin-8-yl)benzonitrile COC1=CC=C(C=C1)S(=O)(=O)N1CC(C1)C(=O)N1C2=C(OCC1)C(=CN=C2)C2=CC=C(C#N)C=C2